isopropyl ((((2R,3S,4R,5R)-3,4-dihydroxy-5-(4-(hydroxyamino)-7H-pyrrolo[2,3-d]pyrimidin-7-yl)tetrahydrofuran-2-yl)methoxy)(phenoxy)phosphoryl)-D-alaninate O[C@@H]1[C@H](O[C@H]([C@@H]1O)N1C=CC2=C1N=CN=C2NO)COP(=O)(OC2=CC=CC=C2)N[C@H](C)C(=O)OC(C)C